C(C)(C)(C)OO tertButyl HydroPeroxide